5-methoxy-pyrazole COC1=CC=NN1